Cl.C(C)([2H])N ethyl-1-d1-amine hydrochloride